5'-methyl-[2,3'-bipyridine]-6'-carboxylic acid CC=1C=C(C=NC1C(=O)O)C1=NC=CC=C1